C(C)OCC(O)(C)C 2-ethoxy-1,1-dimethylethanol